N[C@H](C(=O)NC=1C=C2CC(CC2=CC1)(C(=O)NC)N1CC2(CC2)CNC1=O)C1CCCCC1 5-((S)-2-amino-2-cyclohexylacetamido)-N-methyl-2-(6-oxo-5,7-diazaspiro[2.5]oct-5-yl)-2,3-dihydro-1H-indene-2-carboxamide